tert-butyl N-[2-(2,3-dichloro-6-fluorophenyl)-2-hydroxyethyl]carbamate ClC1=C(C(=CC=C1Cl)F)C(CNC(OC(C)(C)C)=O)O